5-((6-(5-(Difluoromethyl)-4-(quinoxalin-2-yl)-1H-pyrazol-1-yl)hexyl)amino)-2-(2,6-dioxopiperidin-3-yl)isoindoline-1,3-dione FC(C1=C(C=NN1CCCCCCNC=1C=C2C(N(C(C2=CC1)=O)C1C(NC(CC1)=O)=O)=O)C1=NC2=CC=CC=C2N=C1)F